chromyl chloride [O-2].[O-2].[Cl-].[Cl-].[Cr+6]